(S)-(3,3-difluorocyclobutyl)(6-(5-pyrimidinyl)thieno[2,3-b]pyridin-2-yl)methanol FC1(CC(C1)[C@H](O)C1=CC=2C(=NC(=CC2)C=2C=NC=NC2)S1)F